CNC1=NC=CC(=C1)C1=NC2=CC=CC=C2C=C1 N-METHYL-4-(CHINOLIN-2-YL)PYRIDIN-2-AMIN